3-({[(3S)-6-[methyl-(4-methylphenyl)amino]-2,3-dihydro-1-benzofuran-3-yl]methyl}amino)pyridine-4-carboxylic acid CN(C1=CC2=C([C@H](CO2)CNC=2C=NC=CC2C(=O)O)C=C1)C1=CC=C(C=C1)C